cyano-4-methoxypicolinimidamide C(#N)C=1C(=NC=CC1OC)C(N)=N